N-(3-tolyl)-1,4-benzoxazine-4-carboxamide C1(=CC(=CC=C1)NC(=O)N1C=COC2=C1C=CC=C2)C